COC=1C=C2C(=CC=NC2=CC1OC)OC1=C(C=C(C=C1)NC1=NN(C=C1C(=O)NC1=CC=C(C=C1)OC)C)F 3-((4-((6,7-dimethoxyquinolin-4-yl)oxy)-3-fluorophenyl)amino)-N-(4-methoxyphenyl)-1-methyl-1H-pyrazole-4-carboxamide